(S)-2-(2-(2-chlorophenyl)acetamido)-4-(((S)-3-fluoro-2-methoxypropyl)(4-(5,6,7,8-tetrahydro-1,8-naphthyridin-2-yl)butyl)amino)butanoic acid ClC1=C(C=CC=C1)CC(=O)N[C@H](C(=O)O)CCN(CCCCC1=NC=2NCCCC2C=C1)C[C@@H](CF)OC